2,2-bis(3-methyl-4-hydroxyphenyl)hexafluoropropane CC=1C=C(C=CC1O)C(C(F)(F)F)(C(F)(F)F)C1=CC(=C(C=C1)O)C